O=C1NC(CC[C@H]1N1CCCC2=C(C=CC=C12)N1CCN(CC1)C(=O)OC(C)(C)C)=O |r| racemic-tert-butyl 4-[1-(2,6-dioxo-3-piperidyl)-3,4-dihydro-2H-quinolin-5-yl]piperazine-1-carboxylate